4-(3-acetyl-2-oxo-2H-chromen-7-yl)piperazine-1-carboxylic acid ethyl ester C(C)OC(=O)N1CCN(CC1)C1=CC=C2C=C(C(OC2=C1)=O)C(C)=O